C1(CC1)C(CNC=1N=CC2=C(N1)NC=C2C2=CC=1N(C=C2)N=CC1C(=O)NCC(C)(C)F)(F)F 5-(2-((2-cyclopropyl-2,2-difluoroethyl)amino)-7H-pyrrolo[2,3-d]pyrimidin-5-yl)-N-(2-fluoro-2-methylpropyl)pyrazolo[1,5-a]pyridine-3-carboxamide